1-cyclopentyl-3-methyl-5H,7H-pyrazolo[3,4-d]pyrimidine-4,6-dione C1(CCCC1)N1N=C(C2=C1NC(NC2=O)=O)C